methyl 2-bromo-4-(propan-2-yl)-1,3-benzothiazole-6-carboxylate BrC=1SC2=C(N1)C(=CC(=C2)C(=O)OC)C(C)C